3,4-dichloro-N-(4-(hydrazinecarbonyl)-2-(pyrimidin-2-ylmethoxy)phenyl)-5-methyl-1H-pyrrole-2-carboxamide ClC1=C(NC(=C1Cl)C)C(=O)NC1=C(C=C(C=C1)C(=O)NN)OCC1=NC=CC=N1